C1=CC(=CC=C1C2=CC(=O)C3=C(O2)C(=C(C=C3O)O)C4=C(C=CC(=C4)C5=CC(=O)C6=C(C=C(C=C6O5)O)O)O)O The molecule is a biflavonoid that is obtained by oxidative coupling of two molecules of apigenin resulting in a bond between positions C-3 of the hydroxyphenyl ring and C-8 of the chromene ring. A natural product found particularly in Ginkgo biloba and Hypericum perforatum. It has a role as a cathepsin B inhibitor, an antiviral agent, an angiogenesis inhibitor, a P450 inhibitor and a plant metabolite. It is a biflavonoid, a hydroxyflavone and a ring assembly.